6-(1-methyl-1H-pyrazol-4-yl)-2-(4-(4-(methyl-d3)-4H-1,2,4-triazol-3-yl)piperidin-1-yl)-3-(pyridazin-4-yl)benzonitrile CN1N=CC(=C1)C1=CC=C(C(=C1C#N)N1CCC(CC1)C1=NN=CN1C([2H])([2H])[2H])C1=CN=NC=C1